[C@H]12C(=C[C@H](CC1)C2)C(=O)[O-] (1S,4R)-bicyclo[2.2.1]hept-2-ene-2-carboxylate